NCCN1N=C(C(=C1)NC(=O)C1=CN=C2N1N=CC=C2)C2=C(C=CC(=C2)Cl)OC(F)F N-[1-(2-aminoethyl)-3-[5-chloro-2-(difluoromethoxy)phenyl]pyrazol-4-yl]imidazo[1,2-b]pyridazine-3-carboxamide